Cl.FC(=C1CNCC1)F 3-(Difluoromethylene)pyrrolidine hydrochloride